2-(2,6-dioxopiperidin-3-yl)-5-(3-(hydroxymethyl)azetidin-1-yl)isoindoline-1,3-dione O=C1NC(CCC1N1C(C2=CC=C(C=C2C1=O)N1CC(C1)CO)=O)=O